NC1=C(C=C(C=N1)C=1C=C2N(N1)CCC21CN(C1)C(=O)NC(C)(C)C1=C(C=NC=C1)Cl)C(F)(F)F 2'-[6-amino-5-(trifluoromethyl)pyridin-3-yl]-N-[2-(3-chloropyridin-4-yl)propan-2-yl]-5',6'-dihydrospiro[azetidine-3,4'-pyrrolo[1,2-b]pyrazole]-1-carboxamide